C1(=CC=CC=C1)C=1C2=CC=CC=C2C(=C2C=CC=CC12)C1=CC=C(C=C1)C1=CC=C(C=C1)C1(C2=CC=CC=C2C=2C=CC=CC12)C1=CC=CC=C1 9-phenyl-10-{4-(9-phenyl-9H-fluoren-9-yl)biphenyl-4'-yl}Anthracene